COC1=NC(=CC2=C1C(N(N=C2)C)=O)CC2=CC=C(C=C2)NS(=O)(=O)NC(OC(C)(C)C)=O tert-butyl (N-(4-((5-methoxy-3-methyl 4-oxo-3,4-dihydropyrido[3,4-d]pyridazin-7-yl)methyl) phenyl)sulfamoyl)carbamate